FC=1C(=C(C=CC1F)[C@H]1[C@@H](O[C@]([C@H]1C)(C(F)(F)F)C)C(=O)NC=1C=NC=CC1)O (2R,3S,4S,5R)-3-(3,4-difluoro-2-hydroxy-phenyl)-4,5-dimethyl-N-(3-pyridyl)-5-(trifluoromethyl)tetrahydrofuran-2-carboxamide